[Si](C)(C)(C(C)(C)C)OC[C@H]1NC2=C(C=C(C=C2NC1)S(=O)(=O)N)[N+](=O)[O-] (S)-2-(((tert-butyldimethylsilyl)oxy)methyl)-8-nitro-1,2,3,4-tetrahydroquinoxaline-6-sulfonylAmine